2-(4-(1-methyl-6-oxo-4-phenyl-1,6-dihydro-pyridin-3-yl)-1H-pyrazol-1-yl)-N-propylacetamide CN1C=C(C(=CC1=O)C1=CC=CC=C1)C=1C=NN(C1)CC(=O)NCCC